Cl.O1[C@H](COC2=C1C=CC=C2)CN2C[C@H](CCC2)C=2C=C(C=CC2)O |o1:14| (R*)-3-{1-[(S)-1-(2,3-dihydrobenzo[1,4]dioxin-2-yl)methyl]piperidin-3-yl}phenol HCl